2,2'-(2-methylpiperazin-1,4-diyl)bis(ethane-1-amine) CC1N(CCN(C1)CCN)CCN